ClC1=NC=C(C(=N1)C=1C=C(C2=C(N(C(=N2)N(C)C)C(C)C)C1)F)Cl 6-(2,5-dichloropyrimidin-4-yl)-4-fluoro-1-isopropyl-N,N-dimethyl-1H-benzo[d]imidazol-2-amine